phenyl (3-chloro-4-methyl-5-((2-methyl-1,3-dioxan-5-yl)methyl)phenyl)carbamate ClC=1C=C(C=C(C1C)CC1COC(OC1)C)NC(OC1=CC=CC=C1)=O